OCCOCCNC1=C2C(N(C(=NC2=CC=C1)C)C1CNCCC1)=O 3-(5-((2-(2-hydroxyethoxy)ethyl)amino)-2-methyl-4-oxoquinazolin-3(4H)-yl)piperidine